COC1=CC=C(C=C1)CN(C1NC(NNC1C(=O)OCC)SC)CC1=CC=C(C=C1)OC Ethyl 5-{bis[(4-methoxyphenyl)methyl]amino}-3-(methylthio)-1,2,4-triazacyclohexane-6-carboxylate